O1CCC(CC1)N1N=CC2=CC=CC=C12 1-(tetrahydro-2H-pyran-4-yl)-1H-indazole